C1(CC1)C1=C(C=C(C=C1)[C@@H](NC(=O)[C@H]1N(C[C@@H](C1)F)C(CNC1=NN(N=C1)CC)=O)C1=CC=CC=C1)F (2S,4R)-N-[(S)-(4-cyclopropyl-3-fluorophenyl)(phenyl)methyl]-1-{2-[(2-ethyl-2H-1,2,3-triazol-4-yl)amino]acetyl}-4-fluoropyrrolidine-2-carboxamide